Benzyl 3-(4-(3-((4-((tert-butoxycarbonyl)amino)piperidin-1-yl)sulfonyl)phenyl)piperazin-1-yl)azetidine-1-carboxylate C(C)(C)(C)OC(=O)NC1CCN(CC1)S(=O)(=O)C=1C=C(C=CC1)N1CCN(CC1)C1CN(C1)C(=O)OCC1=CC=CC=C1